C12CN(CC(CC1)O2)C2=C(C=C(C=C2)C(F)(F)F)NS(=O)(=O)C=2C=C(C(=O)O)C=CC2OC 3-(N-(2-(8-oxa-3-azabicyclo[3.2.1]oct-3-yl)-5-(trifluoromethyl)phenyl)sulfamoyl)-4-methoxybenzoic acid